ClC=1C(=NC(=NC1)N[C@@H]1C[C@H]2CO[C@@H]([C@H]1O)O2)C=2C=C1N=C(C=NC1=C(C2)F)C(C)(C)O (1S,3R,4S,5R)-3-((5-chloro-4-(8-fluoro-3-(2-hydroxypropan-2-yl)quinoxalin-6-yl)pyrimidin-2-yl)amino)-6,8-dioxabicyclo[3.2.1]octan-4-ol